FC(CN1N=CC(=C1)C1=CC=CC(=N1)C(=O)N)(F)F 6-(1-(2,2,2-trifluoroethyl)-1H-pyrazol-4-yl)picolinamide